ClC=1C=C2C(=CC(=NC2=CC1)C(F)(F)F)N[C@@H]1C[C@@H](CCC1)NC(=O)C=1C=NN(C1)CCN1CCOCC1 N-[(1R,3S)-3-{[6-chloro-2-(trifluoromethyl)quinolin-4-yl]amino}cyclohexyl]-1-[2-(morpholin-4-yl)ethyl]-1H-pyrazole-4-carboxamide